S(=O)(=O)([O-])[O-].[Ni+2].O=C1N(C(CC1)=O)CC(=O)NC(C(=O)NC1=CC=C(C=C1)[Si](C)(C)C)C1=CC=C(C=C1)OC 2-(((2,5-dioxopyrrolidin-1-yl)acetyl)amino)-2-(4-methoxyphenyl)-N-(4-(trimethylsilyl)phenyl)acetamide Nickel(II) Sulphate